C1(CC1)C=1N=CC2=C(N1)NC=C2C2=CC=1N(C=C2)N=CC1C(=O)N(C1CCOCC1)C 5-(2-Cyclopropyl-7H-pyrrolo[2,3-d]pyrimidin-5-yl)-N-methyl-N-(tetrahydro-2H-pyran-4-yl)pyrazolo[1,5-a]pyridine-3-carboxamide